Tert-Butyl cis-3-((cyclopropylsulfonyl)amino)-2-((2-phenyl-1,3-thiazol-4-yl)methyl)pyrrolidine-1-carboxylate C1(CC1)S(=O)(=O)N[C@@H]1[C@@H](N(CC1)C(=O)OC(C)(C)C)CC=1N=C(SC1)C1=CC=CC=C1